N-(4-(2-amino-3-(4-morpholinobut-1-ynyl)pyridin-4-yloxy)-3-fluorophenyl)-2-(4-fluorophenyl)-3-oxo-2,3-dihydropyridazine-4-carboxamide NC1=NC=CC(=C1C#CCCN1CCOCC1)OC1=C(C=C(C=C1)NC(=O)C=1C(N(N=CC1)C1=CC=C(C=C1)F)=O)F